2-[3-[3-[(4-methyl-5-sulfanyl-1,2,4-triazol-3-yl)methyl]oxetan-3-yl]phenyl]-4-(trifluoromethyl)isoindolin-1-one CN1C(=NN=C1S)CC1(COC1)C=1C=C(C=CC1)N1C(C2=CC=CC(=C2C1)C(F)(F)F)=O